[5-[(4-chlorophenyl)methoxy]-1,3,4-thiadiazol-2-yl]-4-(5-cyano-2-methoxyphenyl)-6-methylpyridine-3-carboxamide ClC1=CC=C(C=C1)COC1=NN=C(S1)C1=NC(=CC(=C1C(=O)N)C1=C(C=CC(=C1)C#N)OC)C